C(C=C)(=O)N1CCN(CC1)C1=CC(=NC=2CN(CCC12)C1=CC=CC2=CC=CC(=C12)C)C(=O)N1[C@H](CCC1)CN1NC(CC1)=O (R)-1-((1-(4-(4-acryloylpiperazin-1-yl)-7-(8-methylnaphthalen-1-yl)-5,6,7,8-tetrahydro-1,7-naphthyridine-2-carbonyl)pyrrolidin-2-yl)methyl)pyrazolidin-3-one